CS(=O)(=O)OCC1C(NCC1)=O (2-oxopyrrolidin-3-yl)methyl methanesulfonate